5-{2-amino-[1,2,4]triazolo[1,5-a]pyridin-7-yl}-N-{[2-(cyclopentyloxy)-5-fluorophenyl]methyl}-2-methoxy-6-methylpyridine-3-carboxamide NC1=NN2C(C=C(C=C2)C=2C=C(C(=NC2C)OC)C(=O)NCC2=C(C=CC(=C2)F)OC2CCCC2)=N1